FC=1C=C(C=C(C1)F)[C@@H]1CC=NN1C(=O)N1CC(C1)OC1=NC(=NC=C1F)C=1C(=NN(C1C)CC(=O)NC)C (S)-2-(4-(4-((1-(5-(3,5-difluorophenyl)-4,5-dihydro-1H-pyrazole-1-carbonyl)azetidin-3-yl)oxy)-5-fluoropyrimidin-2-yl)-3,5-dimethyl-1H-pyrazol-1-yl)-N-methylacetamide